4-[[2-[5-methyl-1-[4-(trifluoromethoxy)phenyl]pyrazol-3-yl]-1,3,3a,4,5,6,7,7a-octahydroisoindol-5-yl]methyl]morpholine CC1=CC(=NN1C1=CC=C(C=C1)OC(F)(F)F)N1CC2CCC(CC2C1)CN1CCOCC1